BrC1=CC2=C(OC[C@H](CN2C)NC(C2=CC=CC=C2)(C2=CC=CC=C2)C2=CC=CC=C2)C=C1 (S)-7-bromo-5-methyl-3-(tritylamino)-2,3-dihydrobenzo[b][1,4]oxazepine